3-((3-fluoro-4-((2-(trifluoromethyl)pyridin-4-yl)oxy)benzyl)oxy)-7-(methoxymethyl)-7,8-dihydro-1H,6H,9H-7,8a-methanopyrrolo[1',2':3,4]imidazo[1,2-c]pyrimidin-1-one FC=1C=C(COC=2C=C3N(C(N2)=O)CC24N3CC(C2)(C4)COC)C=CC1OC1=CC(=NC=C1)C(F)(F)F